(1-(1-(4-fluorophenyl)-6-methyl-1H-indazol-5-yl)-6-methyl-6-phenyl-3-azabicyclo[3.1.0]hexan-3-yl)(phenyl)methanone FC1=CC=C(C=C1)N1N=CC2=CC(=C(C=C12)C)C12CN(CC2C1(C1=CC=CC=C1)C)C(=O)C1=CC=CC=C1